C(C)(CC)P(CCP(C(C)CC)C(C)CC)C(C)CC 1,2-bis(di-sec-butylphosphino)ethane